FC(C(=O)O)(F)F.CN(C=1C=C(C=NC1)C=1C(=NC(=NC1)NC=1C=NN(C1)C)NC=1C=C(C=CC1F)NC(C=C)=O)C N-(3-((5-(5-(dimethylamino)pyridin-3-yl)-2-((1-methyl-1H-pyrazol-4-yl)amino)pyrimidin-4-yl)amino)-4-fluorophenyl)acrylamide trifluoroacetate